tert-Butyl 3-(4-(1,1-difluoro-2-hydroxyethoxy)-7-(thiazol-4-yl)benzo[d]oxazol-2-yl)-3,6-diazabicyclo[3.1.1]heptane-6-carboxylate FC(CO)(OC1=CC=C(C2=C1N=C(O2)N2CC1N(C(C2)C1)C(=O)OC(C)(C)C)C=1N=CSC1)F